NC1=C(C(=NN1C(C([2H])([2H])[2H])C([2H])([2H])[2H])C1=CC=C(C=C1)C(C(=O)NC1=C(C(=NO1)CC(C)(C)C)F)C)C#N 2-[4-[5-Amino-4-cyano-1-[2,2,2-trideuterio-1-(trideuteriomethyl)ethyl]pyrazol-3-yl]phenyl]-N-[3-(2,2-dimethylpropyl)-4-fluoro-isoxazol-5-yl]propanamide